(R)-8-(1-aminoethyl)-2-(cyclopropylmethyl)-3,6-dimethylquinazolin-4(3H)-one N[C@H](C)C=1C=C(C=C2C(N(C(=NC12)CC1CC1)C)=O)C